O=C1N(CCC(N1COCC[Si](C)(C)C)=O)C1=C2C(=CN=C1)N(N=C2)C2CCN(CC2)C(=O)OC(C)(C)C tert-Butyl 4-(4-(2,4-dioxo-3-((2-(trimethylsilyl)ethoxy)methyl)tetrahydropyrimidin-1(2H)-yl)-1H-pyrazolo[3,4-c]pyridin-1-yl)piperidine-1-carboxylate